(3R)-N-[2-(5-fluoro-3-pyridinyl)-8-isopropyl-pyrazolo[1,5-a][1,3,5]Triazin-4-yl]-2,3,4,9-tetrahydro-1H-carbazol-3-amine FC=1C=C(C=NC1)C1=NC=2N(C(=N1)N[C@@H]1CCC=3NC4=CC=CC=C4C3C1)N=CC2C(C)C